8-acryloyl-3-(3,6-difluoro-2-hydroxyphenyl)-4-fluoro-1-(4-hydroxy-2,2-dimethylpyrrolidin-1-yl)-6,6a,7,8,9,10-hexahydro-12H-pyrazino[2,1-c]pyrido[3,4-f][1,4]oxazepin-12-one C(C=C)(=O)N1CC2COC3=C(C(N2CC1)=O)C(=NC(=C3F)C3=C(C(=CC=C3F)F)O)N3C(CC(C3)O)(C)C